BrC1=C(C=CC2=C1C=CO2)F 4-bromo-5-fluorobenzofuran